Trans-tyrosine N[C@@H](CC1=CC=C(C=C1)O)C(=O)O